2-(3,5-Di-t-butyl-2-hydroxyphenyl)-5-chlorobenzotriazole C(C)(C)(C)C=1C(=C(C=C(C1)C(C)(C)C)N1N=C2C(=N1)C=CC(=C2)Cl)O